NC=1C=CC(=NC1C)C=1C=NN(C1NC(O[C@H](C)C1=C(C=CC=C1)Cl)=O)C (R)-1-(2-chlorophenyl)ethyl (4-(5-amino-6-methylpyridin-2-yl)-1-methyl-1H-pyrazol-5-yl)carbamate